3-({[6-(2,3-dihydro-1H-indol-1-yl)-1,2,3,4-tetrahydronaphthalen-1-yl]methyl}amino)pyridine-4-carboxylic acid methyl ester COC(=O)C1=C(C=NC=C1)NCC1CCCC2=CC(=CC=C12)N1CCC2=CC=CC=C12